benzyl (2S)-2-(trifluoromethyl)piperidine-1-carboxylate FC([C@H]1N(CCCC1)C(=O)OCC1=CC=CC=C1)(F)F